NC1CCN(CC1)C1=C(C=NC2=CC=C(C=C12)C1=C(C=CC(=C1)C#N)CNC([O-])=O)C1=CC(=CC(=C1)F)F N-{2-[4-(4-Aminopiperidin-1-yl)-3-(3,5-difluorophenyl)chinolin-6-yl]-4-cyanophenyl}methylcarbamat